2-chloro-6-((2S,5R)-4-((3-chloro-4-fluorophenyl)(3,3-difluorocyclobutyl)methyl)-2,5-dimethylpiperazin-1-yl)-8-methyl-9-(((S)-tetrahydrofuran-2-yl)methyl)-9H-purine ClC1=NC(=C2N=C(N(C2=N1)C[C@H]1OCCC1)C)N1[C@H](CN([C@@H](C1)C)C(C1CC(C1)(F)F)C1=CC(=C(C=C1)F)Cl)C